Dimethyl 2,2-bis(2-oxoethyl)malonate O=CCC(C(=O)OC)(C(=O)OC)CC=O